ClC1=C2[C@@]([C@H]3C[C@H]4[C@@H](C(C(=C([C@]4(C(C3=C(C2=C(C=C1)O)O)=O)O)O)C(=O)N)=O)N(C)C)(C)O (4S,4aS,5aS,6S,12aR)-7-chloro-4-(dimethylamino)-1,6,10,11,12a-pentahydroxy-6-methyl-3,12-dioxo-4,4a,5,5a-tetrahydrotetracene-2-carboxamide